C(C)(C)(C)OC(C(CC1=CC=NC=C1)N1OCN(OC1)C1=C(C=CC(=C1)Cl)N1N=NC(=C1)Cl)=O 2-(4-(5-chloro-2-(4-chloro-1H-1,2,3-triazol-1-yl)phenyl)-2,5-dioxapiperazin-1-yl)-3-(pyridin-4-yl)propionic acid tert-butyl ester